S1C2=C(C=C1C1=NC=3N(C(N(C(C3N1)=O)CC)=O)CC)C=CC=C2 8-(benzo[b]thiophen-2-yl)-1,3-diethyl-1H-purine-2,6(3H,7H)-dione